ethyl-β-D-glucopyranose C(C)[C@]1(O)[C@H](O)[C@@H](O)[C@H](O)[C@H](O1)CO